ethanedioic acid 1-ethyl ester C(C)OC(C(=O)O)=O